OC1N(C(C2=CC=C(C=C12)C)=O)C1=NC(=CC=C1)C1=NN=CN1C(C)C 3-hydroxy-2-(6-(4-isopropyl-4H-1,2,4-triazol-3-yl)pyridin-2-yl)-5-methylisoindol-1-one